(3S,4R)-4-((2-(piperidin-4-yl)-4,6-Dihydrothiazolo[5',4':5,6]oxepino[4,3-d]pyrimidin-9-yl)amino)tetrahydro-2H-pyran-3-ol N1CCC(CC1)C=1SC2=C(COCC=3C2=NC(=NC3)N[C@H]3[C@@H](COCC3)O)N1